(R)-3-(1-(4-methyl-4H-1,2,4-triazol-3-ylthio)ethyl)aniline CN1C(=NN=C1)S[C@H](C)C=1C=C(N)C=CC1